(R)-5-(2-amino-3,3-dimethylbutyl)-2-chloropyridin-3-ol N[C@H](CC=1C=C(C(=NC1)Cl)O)C(C)(C)C